[Fe+2].OC=1[C@H](OC(C1O)=O)[C@H](CO)O Vitamin C iron(II) salt